O=C1OC(CC1CC(=O)O)=O 2-(2,5-dioxotetrahydrofuran-3-yl)acetic acid